Ethyl 2-(4-(4-(4-chloro-2,5-difluorophenyl)piperidin-1-yl)-3-fluorophenyl)acetate ClC1=CC(=C(C=C1F)C1CCN(CC1)C1=C(C=C(C=C1)CC(=O)OCC)F)F